1-bromo-3-(chloromethoxy)-2-methylpropane BrCC(COCCl)C